C(C)(C)(C)C1=NN(C(=C1)NC(=O)NC1=C(C=C(C=C1)OC1=CC=NC=2NC(C=NC21)=O)SC)C2=C(C=CC=C2)OC 1-(3-(tert-butyl)-1-(2-methoxyphenyl)-1H-pyrazol-5-yl)-3-(2-(methylthio)-4-((3-keto-3,4-dihydropyrido[2,3-b]pyrazin-8-yl)oxy)phenyl)urea